2,3-dihydrobenzo[b]thiophene-6-carboxamide 1,1-dioxide S1(C2=C(CC1)C=CC(=C2)C(=O)N)(=O)=O